2-benzyl-2-azaspiro[3.3]heptan-6-yl (2R,6S)-4-(5-chloropyrazin-2-yl)-2,6-dimethylpiperazine-1-carboxylate ClC=1N=CC(=NC1)N1C[C@H](N([C@H](C1)C)C(=O)OC1CC2(CN(C2)CC2=CC=CC=C2)C1)C